BrC=1C=CC(=C(C1)NC(=O)C1=CC=NN1)F N-(5-bromo-2-fluorophenyl)-1H-pyrazole-5-carboxamide